(S)-quinuclidin-3-yl (2,2-diethyl-5-(3-isopropylphenyl)-2,3-dihydro-1H-inden-1-yl)carbamat C(C)C1(C(C2=CC=C(C=C2C1)C1=CC(=CC=C1)C(C)C)NC(O[C@@H]1CN2CCC1CC2)=O)CC